C(C)(C)N1C(=NN=C1)C1=CC=CC(=N1)NC(C1=CC(C(=O)NC2=CC=NC=C2)=CC=C1)=O N1-(6-(4-Isopropyl-4H-1,2,4-triazol-3-yl)pyridin-2-yl)-N3-(pyridin-4-yl)isophthalamide